C(C)OC(CCNC=1C=C(C=2N(N1)C(=NN2)C(C)C)NCC2=CC=CC=C2)=O.BrC2=CC=C1C(=C(C=NC1=C2)S(=O)(=O)NCC2CC2)Cl 7-bromo-4-chloro-N-(cyclopropylmethyl)quinoline-3-sulfonamide ethyl-3-[[8-(benzylamino)-3-isopropyl-[1,2,4]triazolo[4,3-b]pyridazin-6-yl]amino]propanoate